FC=1C(=NC=CC1)C(=O)O[C@@H]1[C@H]([C@H]([C@H](O[C@@]12CCCO2)CO)O)N2N=NC(=C2)C2=CC(=C(C(=C2)F)F)F (5S,7R,8R,9S,10R)-8-hydroxy-7-(hydroxymethyl)-9-(4-(3,4,5-trifluorophenyl)-1H-1,2,3-triazol-1-yl)-1,6-dioxaspiro[4.5]decan-10-yl 3-fluoropicolinate